ClC1=C2C(=NN(C2=C(C=C1)C=1C2=C(C=NC1C(CC1=CC(=CC(=C1)F)F)NC(OC(C)(C)C)=O)NC=N2)C)NS(=O)(=O)C tert-butyl (1-(7-(4-chloro-1-methyl-3-(methylsulfonamido)-1H-indazol-7-yl)-3H-imidazo[4,5-c]pyridin-6-yl)-2-(3,5-difluorophenyl)ethyl)carbamate